bis[(4-aminophenyl)-6-benzoxazolyl]N,N'-bis(3-aminobenzoyl)-2,5-diamino-1,4-dihydroxybenzene NC1=CC=C(C=C1)C=1OC2=C(N1)C=CC(=C2)C2=C(C(=C(C(=C2O)NC(C2=CC(=CC=C2)N)=O)C2=CC1=C(N=C(O1)C1=CC=C(C=C1)N)C=C2)O)NC(C2=CC(=CC=C2)N)=O